bis(hexadecyl)dimethyl-ammonium bromide [Br-].C(CCCCCCCCCCCCCCC)[N+](C)(C)CCCCCCCCCCCCCCCC